[N-](C#N)C#N.C(CCC)N1CN(C=C1)C 1-butyl-3-methylimidazole dicyanamide salt